S(N)(OC1=CC(=C(C=C1)OCC1CC1)C1=CN(C(C(=C1)C)=O)C)(=O)=O [4-(cyclopropylmethoxy)-3-(1,5-dimethyl-6-oxopyridin-3-yl)phenyl] sulfamate